C1(CC1)S(=O)(=O)NC1=CN=CC(=N1)C1CCN(CC1)C1=NC=C(C=C1)C1=NC(=CN=C1)OCC 4-(6-(Cyclopropanesulfonamido)pyrazin-2-yl)-N-(5-(6-ethoxypyrazin-2-yl)pyridin-2-yl)piperidine